Octylammonium Acetate C(C)(=O)[O-].C(CCCCCCC)[NH3+]